CC1=CNC(C2=CC=3C=CN=CC3C=C21)=O 4-methylpyrido[3,4-g]isoquinolin-1(2H)-one